FC(C(=O)O)(F)F.CC(C)(C)[S@](=O)N=C1C=2C(=CN=CC2)OC12CCNCC2 (S)-2-methyl-N-[spiro[furo[2,3-c]pyridin-2,4'-piperidin]-3-ylidene]propane-2-sulfinamide trifluoroacetate